C(C=C)CC(=O)[O-] allylacetate